3-Cyclobutyl-N-(4-methyl-3-(pyridin-2-yl)phenyl)-3,6-diazabicyclo[3.1.1]heptane-6-carboxamide C1(CCC1)N1CC2N(C(C1)C2)C(=O)NC2=CC(=C(C=C2)C)C2=NC=CC=C2